O1C(C(CC1O)O)O tetrahydrofuran-2,3,5-triol